3-[4-(1,1-Dioxo-1,4-thiazinan-4-yl)anilino]-5-(methylamino)-6-(3-methylimidazo[4,5-c]pyridin-7-yl)pyrazine-2-carboxamide O=S1(CCN(CC1)C1=CC=C(NC=2C(=NC(=C(N2)NC)C=2C3=C(C=NC2)N(C=N3)C)C(=O)N)C=C1)=O